COCOC1=C(C=CC=C1)C1=CC2=C(N=N1)N(C=C2CC2OCCC2)COCC[Si](C)(C)C 3-(2-(methoxymethoxy)phenyl)-5-((tetrahydrofuran-2-yl)methyl)-7-((2-(trimethylsilyl)ethoxy)methyl)-7H-pyrrolo[2,3-c]pyridazine